ClC1=C(OC2=C(C(N(C=3N(C(N(C(C32)=O)C3CC3)=O)C3=C(C=C(C=C3)I)F)C)=O)C)C=CC=C1[N+](=O)[O-] 5-(2-chloro-3-nitrophenoxy)-3-cyclopropyl-1-(2-fluoro-4-iodophenyl)-6,8-dimethylpyrido[2,3-d]pyrimidine-2,4,7-trione